5-(4-(tert-butyloxycarbonyl)piperazine-1-yl)indoline-1-carboxylate C(C)(C)(C)OC(=O)N1CCN(CC1)C=1C=C2CCN(C2=CC1)C(=O)[O-]